16,17-dimethoxy-5,7-dioxa-13-azoniapentacyclo[11.8.0.02,10.04,8.015,20]henicosa-1(13),2,4(8),9,14,16,18,20-octaene COC=1C2=C[N+]=3CCC4=CC=5OCOC5C=C4C3C=C2C=CC1OC